C(OCCCCCCCCCCCCCCCCI)(OCI)=O iodohexadecyl iodomethyl carbonate